FC(C=1N=CSC1C(=O)[O-])(F)F 4-(trifluoromethyl)thiazole-5-carboxylate